(S)-N-(3''-fluoro-5''-methoxy-2,2'-dimethyl-4''-(((5-oxopyrrolidin-3-yl)amino)methyl)-[1,1':3',1''-terphenyl]-3-yl)-1-methyl-6-oxo-1,6-dihydropyrimidine-5-carboxamide FC=1C=C(C=C(C1CN[C@@H]1CNC(C1)=O)OC)C=1C(=C(C=CC1)C1=C(C(=CC=C1)NC(=O)C1=CN=CN(C1=O)C)C)C